[3-(1-amino-4-methylphthalazin-6-yl)-4-cyanophenyl]boronic acid NC1=NN=C(C2=CC(=CC=C12)C=1C=C(C=CC1C#N)B(O)O)C